FC(C(=O)OC1=CC(C)=CC=C1C(C)C)(C)C thymyl 2-fluoroisobutyrate